OCCCCC(C(=O)SCCNC(CCNC([C@@H](C(COP(OP(OC[C@@H]1[C@H]([C@H]([C@@H](O1)N1C=NC=2C(N)=NC=NC12)O)OP(=O)(O)O)(=O)O)(=O)O)(C)C)O)=O)=O)=O 6-hydroxy-2-oxohexanoyl-CoA